N-(4-amino-3-(isopropylamino)phenyl)-2-(4-(ethylsulfonyl)phenyl)acetamide NC1=C(C=C(C=C1)NC(CC1=CC=C(C=C1)S(=O)(=O)CC)=O)NC(C)C